CN1N=CC2=CC=CC(=C12)NS(=O)(=O)C=1C=NC(=CC1)N1N=CC(=C1)C N-(1-METHYL-1H-INDAZOL-7-YL)-6-(4-METHYL-1H-PYRAZOL-1-YL)PYRIDINE-3-SULFONAMIDE